(2S)-methyl 2-[4-chloro-2-(4-butoxy-4,5-dihydroisoxazol-3-yl) phenoxy]-3-methylbutyrate ClC1=CC(=C(O[C@H](C(=O)OC)C(C)C)C=C1)C1=NOCC1OCCCC